ClC=1C=C(C#N)C=C(C1)C(C)(C)C1=CC=C(C=C1)OCC1=NC(=NC=C1)N1CCN(CC1)CC1CCN(CC1)C=1C=C2C(N(C(C2=CC1)=O)C1C(NC(CC1)=O)=O)=O 3-chloro-5-(2-(4-((2-(4-((1-(2-(2,6-dioxopiperidin-3-yl)-1,3-Dioxoisoindolin-5-yl)piperidin-4-yl)methyl)piperazin-1-yl)pyrimidin-4-yl)methoxy)phenyl)propan-2-yl)benzonitrile